2-cyclobutyl-3-phenylpropan-1-amine C1(CCC1)C(CN)CC1=CC=CC=C1